C(C1=CC=CC=C1)NC(=O)C12NC(C3C(C1N(CC2C3)CC(C)C)C3=CC=CC=C3)=O N-benzyl-1-isobutyl-5-oxo-7-phenyloctahydro-3aH-3,6-methanopyrrolo[3,2-b]pyridine-3a-carboxamide